1,3,5-trihydroxybenzenetricarboxylic acid OC1(C(C(CC(=C1)O)(C(=O)O)O)C(=O)O)C(=O)O